C1(CCCC1)N(C(=O)OCC=1C(=NOC1C1=CC=C(C(=N1)C)OCC1C(CCCC1)C(=O)O)C)C 2-(((6-(4-(((cyclopentyl(methyl)carbamoyl)oxy)methyl)-3-methylisoxazol-5-yl)-2-methylpyridin-3-yl)oxy)methyl)cyclohexane-1-carboxylic acid